ClC=1C=CC(=C(C(=O)O)C1)NC1=C(C=NC2=CC=C(C=C12)Cl)CN1CCOCC1 5-chloro-2-[[6-chloro-3-(morpholinomethyl)-4-quinolyl]amino]benzoic acid